BrC=1SC=2C(NCCN3[C@@H](COC1C23)CO)=O (7R)-3-bromo-7-(hydroxymethyl)-5-oxa-2-thia-8,11-diazatricyclo[6.4.1.04,13]trideca-1(13),3-dien-12-one